BrC1=CC=C2C(=CN(C2=C1)CC(=O)O)C=1C(NC(C1C1=CN(C2=CC=CC=C12)C)=O)=O 2-(6-bromo-3-(4-(1-methyl-1H-indol-3-yl)-2,5-dioxo-2,5-dihydro-1H-pyrrol-3-yl)-1H-indol-1-yl)acetic acid